C(C)(=O)N[C@H]1C[C@@H](CC1)C(=O)N[C@@H](C1(CCCC1)CCO)C1=C(C(=CC=C1F)Cl)Cl (1r,3r)-3-acetamido-N-((S)-(2,3-dichloro-6-fluorophenyl)(1-(2-hydroxyethyl)cyclopentyl)methyl)cyclopentane-1-carboxamide